Methyl 1,2,3,4-tetra-O-acetyl-beta-D-glucuronate CC(=O)O[C@H]1[C@@H]([C@H](O[C@H]([C@@H]1OC(=O)C)OC(=O)C)C(=O)OC)OC(=O)C